4,4'-(3-(2-butyl-4-hydroxybenzylidene)penta-1,4-diyne-1,5-diyl)bis(3-butyl-4-hydroxycyclohexa-2,5-dien-1-one) C(CCC)C1=C(C=C(C#CC2(C(=CC(C=C2)=O)CCCC)O)C#CC2(C(=CC(C=C2)=O)CCCC)O)C=CC(=C1)O